ethyl 2-{[(tert-butoxy)carbonyl](4-iodobut-3-yn-1-yl)amino}-1,3-thiazole-4-carboxylate C(C)(C)(C)OC(=O)N(C=1SC=C(N1)C(=O)OCC)CCC#CI